(1R,3R)-5-(2-((1R,3aS,7aR,E)-7a-methyl-1-((S)-1-((S)-2-methylpiperidin-1-yl)propan-2-yl)octahydro-4H-inden-4-ylidene)ethylidene)cyclohexane-1,3-diol C[C@@]12CCC/C(/[C@@H]2CC[C@@H]1[C@@H](CN1[C@H](CCCC1)C)C)=C\C=C1C[C@H](C[C@@H](C1)O)O